7-fluoro-2,4-dioxo-1,2,3,4-tetrahydro-1,5-naphthyridine-3-carboxylic acid ethyl ester C(C)OC(=O)C1C(NC2=CC(=CN=C2C1=O)F)=O